4-amino-N-cyclopropyl-7-fluoro-N-(1-(4-(trifluoromethoxy)phenyl)ethyl)imidazo[1,5-a]quinoxaline-8-formamide NC=1C=2N(C3=CC(=C(C=C3N1)F)C(=O)N(C(C)C1=CC=C(C=C1)OC(F)(F)F)C1CC1)C=NC2